F[P-](F)(F)(F)(F)F.CN(C)C(=[N+]1N=[N+](C2=NC=CC=C21)[O-])N(C)C 1-[bis(dimethylamino)methylene]-1H-1,2,3-triazolo[4,5-b]pyridinium-3-oxide hexafluorophosphate